2-methyl-2-(3-((6-methyl-5-nitropyridin-3-yl)ethynyl)phenyl)-propanenitrile CC(C#N)(C)C1=CC(=CC=C1)C#CC=1C=NC(=C(C1)[N+](=O)[O-])C